(2-(3-methoxy-1,2,4-oxadiazol-5-yl)ethyl)carbamic acid tert-butyl ester C(C)(C)(C)OC(NCCC1=NC(=NO1)OC)=O